4-(((3-oxa-8-azabicyclo[3.2.1]octan-8-yl)sulfonyl)carbamoyl)-2-fluoro-3-methoxybenzoic acid C12COCC(CC1)N2S(=O)(=O)NC(=O)C2=C(C(=C(C(=O)O)C=C2)F)OC